FC1=C(C=CC=C1)CN1C(CCC1=O)C(C(=O)OC)C methyl 2-[1-[(2-fluorophenyl)methyl]-5-oxopyrrolidin-2-yl]propionat